C(C)OC=1N(C=C(N1)C=1C=NC=CC1)C(=O)NCCC(C)C 2-Ethoxy-N-iso-pentyl-4-(pyridin-3-yl)-1H-imidazole-1-carboxamide